triglycerin caprylate C(CCCCCCC)(=O)O.OCC(O)CO.OCC(O)CO.OCC(O)CO